N-[(1S,2S)-2-[(5-fluoro-2-pyridyl)oxymethyl]cyclopentyl]-2-(triazol-2-yl)-6-(trideuteriomethoxy)benzamide FC=1C=CC(=NC1)OC[C@@H]1[C@H](CCC1)NC(C1=C(C=CC=C1OC([2H])([2H])[2H])N1N=CC=N1)=O